Magnesium 5-[[4-[2-Fluoro-4-[[1-[(4-fluorophenyl)carbamoyl]cyclopropanecarbonyl] amino]phenoxy]-6-ethoxy-7-quinolyl]oxy]valerat FC1=C(OC2=CC=NC3=CC(=C(C=C23)OCC)OCCCCC(=O)[O-])C=CC(=C1)NC(=O)C1(CC1)C(NC1=CC=C(C=C1)F)=O.[Mg+2].FC1=C(OC2=CC=NC3=CC(=C(C=C23)OCC)OCCCCC(=O)[O-])C=CC(=C1)NC(=O)C1(CC1)C(NC1=CC=C(C=C1)F)=O